(2S)-2-[(2S)-2,4-dimethylpiperazin-1-yl]-N-(3-{2-[(3-ethoxy-1-methyl-1H-pyrazol-4-yl)amino]-5-fluoropyrimidin-4-yl}-1H-indol-7-yl)propanamide C[C@@H]1N(CCN(C1)C)[C@H](C(=O)NC=1C=CC=C2C(=CNC12)C1=NC(=NC=C1F)NC=1C(=NN(C1)C)OCC)C